6-(2-benzyloxyethyl)-4-[5-[(3,4-difluorophenyl)methylcarbamoyl]-2-thienyl]-2-isobutyl-5-(5-methyl-1,3,4-oxadiazol-2-yl)-1,4-dihydropyridine-3-carboxamide C(C1=CC=CC=C1)OCCC1=C(C(C(=C(N1)CC(C)C)C(=O)N)C=1SC(=CC1)C(NCC1=CC(=C(C=C1)F)F)=O)C=1OC(=NN1)C